NC1OC2=C(OC1)C=CC=C2N2CC(NCC2)O 3-Amino-5-(3-hydroxypiperazin-1-yl)-2,3-dihydro-1,4-benzodioxine